C(C)(C)(C)OC(=O)N1[C@@H]([C@H]2CC[C@@H]1C2)C(NC(=C)C(=O)OC)=O (1S,2S,4R)-2-(1-methoxycarbonylvinylcarbamoyl)-3-azabicyclo[2.2.1]heptane-3-carboxylic acid tert-butyl ester